tert-butyl (R)-2-((4-(4,4,5,5-tetramethyl-1,3,2-dioxaborolan-2-yl)-1H-pyrazol-1-yl)methyl)pyrrolidine-1-carboxylate CC1(OB(OC1(C)C)C=1C=NN(C1)C[C@@H]1N(CCC1)C(=O)OC(C)(C)C)C